ethyl (2-(5-(1-((7-(1-methyl 1H-pyrazol-4-yl)phthalazin-1-yl)amino)ethyl)thiophen-3-yl)benzyl)carbamate CN1N=CC(=C1)C1=CC=C2C=NN=C(C2=C1)NC(C)C1=CC(=CS1)C1=C(CNC(OCC)=O)C=CC=C1